BrC1=CC=C(C=C1)[C@@H](C)[C@@]1(C(NC(C1)=O)=O)C (3R)-3-[(1R)-1-(4-bromophenyl)ethyl]3-methyl-pyrrolidine-2,5-dione